CS(=O)(=O)OCCOCCOCC1=CC=CC=C1 2-[2-(benzyloxy)ethoxy]ethyl methanesulfonate